3-methyl-4-nitro-N-(4-(trifluoromethyl)pyridin-2-yl)benzamide CC=1C=C(C(=O)NC2=NC=CC(=C2)C(F)(F)F)C=CC1[N+](=O)[O-]